N,N-dimethyl-1-((1S,2R)-2-octylcyclopropyl)heptadecan-8-amine CN(C(CCCCCCC[C@@H]1[C@@H](C1)CCCCCCCC)CCCCCCCCC)C